C(C1=CC=CC=C1)C1N(C(OC1)=O)C(C[C@H](CCBr)C)=O 4-benzyl-3-((R)-5-bromo-3-methylpentanoyl)oxazolidin-2-one